C(CCCCCCC\C=C/C\C=C/CCCCC)C1(OCC(O1)N(C)C)CCCCCCCC\C=C/C\C=C/CCCCC 2,2-dilinoleyl-4-dimethylamino-[1,3]-dioxolane